S(=O)(=O)([O-])[O-].[Na+].C1(=CC=CC=C1)O.C1(=CC=CC=C1)O.[Na+] bisphenol sodium sulfate